C(C)OC(=O)N1CC2CCC(C1)C2N2C[C@H]1C([C@H]1C2)C(N(CC)CC)=O 8-[(1R,5S,6r)-6-(diethylcarbamoyl)-3-azabicyclo[3.1.0]hexane-3-yl]-3-azabicyclo[3.2.1]octane-3-carboxylic acid ethyl ester